2-(3-hydroxyphenyl)-N-(5-methyl-4-(1-(2-nitrophenylsulfonyl)indolin-5-yl)thiazol-2-yl)acetamide OC=1C=C(C=CC1)CC(=O)NC=1SC(=C(N1)C=1C=C2CCN(C2=CC1)S(=O)(=O)C1=C(C=CC=C1)[N+](=O)[O-])C